C(C)(C)(C)NC(C(F)(F)F)C1=CC=C(N)C=C1 4-(1-(tert-butylamino)-2,2,2-trifluoroethyl)aniline